N-[(1S)-1-(dicyclopropylmethyl)-2-[[6-fluoro-5-[5-methyl-3-(1,1,2,2,2-pentadeuterioethyl)-1H-pyrazol-4-yl]-2-pyridyl]amino]-2-oxo-ethyl]-3-isopropyl-triazole-4-carboxamide C1(CC1)C([C@@H](C(=O)NC1=NC(=C(C=C1)C=1C(=NNC1C)C(C([2H])([2H])[2H])([2H])[2H])F)NC(=O)C=1N(N=NC1)C(C)C)C1CC1